BrC1=C(N(C)C)C=C(C=C1)CBr C2-bromo-5-(bromomethyl)-N,N-dimethylaniline